IC=1C=C(CN2C(C=CC=C2C)=O)C=CC1 1-(3-iodobenzyl)-6-methylpyridin-2(1H)-one